CNC(OC(C)CC(CCC)OC(=O)OCC)=O Ethyl-(4-((ethoxycarbonyl)oxy)pentan-2-yl) (methyl)carbamat